4-(4,4,5,5-tetramethyl-1,3,2-dioxaborolan-2-yl)-6-(trifluoromethyl)naphthalen-2-yl pivalate C(C(C)(C)C)(=O)OC1=CC2=CC=C(C=C2C(=C1)B1OC(C(O1)(C)C)(C)C)C(F)(F)F